OCCCNC(OC1CCC(CC1)C(N(CC12CCC(CC1)(CC2)C2=CC(=C(C=C2)OC)C)C2=NC=CC(=C2)C=2C=NN(C2)C(C)C)=O)=O 4-((4-(1-Isopropyl-1H-pyrazol-4-yl)pyridin-2-yl)((4-(4-methoxy-3-methylphenyl)bicyclo[2.2.2]octan-1-yl)methyl)carbamoyl)cyclohexyl (3-hydroxypropyl)trans-carbamate